BrC1=C(C=C2C(C(N(C2=C1)C)=O)(CF)CF)C(=O)OC Methyl 6-bromo-3,3-bis(fluoromethyl)-1-methyl-2-oxoindoline-5-carboxylate